COC(C=NOC)=O 2-methoxyimino-acetic acid methyl ester